BrCC1CC2(C1)CCN(CC2)C(=O)OC(C)(C)C Tert-butyl 2-(bromomethyl)-7-azaspiro[3.5]nonane-7-carboxylate